2-(2-fluoro-6-((2,4-dimethylphenyl)thio)phenyl)-1,3-dioxolane FC1=C(C(=CC=C1)SC1=C(C=C(C=C1)C)C)C1OCCO1